aminobicyclo[2.2.1]hept-5-ene NC12CCC(C=C1)C2